2,3-dimethylpent-2-enedicarboxylic acid CC(C(C(=O)O)C(=O)O)=C(CC)C